C(C1CO1)OCCC[Si](OCC)(OCC)C (γ-glycidoxypropyl)(methyl)diethoxySilane